ClC1=C(C=C(C=C1F)CCC(C(=O)O)NC(=O)OCC1C2=CC=CC=C2C=2C=CC=CC12)F 4-(4-chloro-3,5-difluoro-phenyl)-2-(9H-fluoren-9-ylmethoxycarbonylamino)butanoic acid